C(C)(C)(C)OC(=O)N([C@@H]1CN(C[C@H]1F)C(=O)OCC1=CC=CC=C1)C benzyl (3R,4R)-3-[tert-butoxycarbonyl(methyl)amino]-4-fluoro-pyrrolidine-1-carboxylate